5-bromo-1-ethyl-1,2,5,6-tetrahydropyridin-2-one BrC1C=CC(N(C1)CC)=O